3-(2,3-dimethylphenyl)-5,7-di-tert-butyl-benzofuran-2-on CC1=C(C=CC=C1C)C1C(OC2=C1C=C(C=C2C(C)(C)C)C(C)(C)C)=O